[4-[6-chloro-3-[[(1R)-1-[2-(4,4-dimethyl-1-piperidyl)-3,6-dimethyl-4-oxo-chromen-8-yl]ethyl] amino]-2-pyridyl]-3-fluoro-2-formyl-phenyl] trifluoromethanesulfonate FC(S(=O)(=O)OC1=C(C(=C(C=C1)C1=NC(=CC=C1N[C@H](C)C=1C=C(C=C2C(C(=C(OC12)N1CCC(CC1)(C)C)C)=O)C)Cl)F)C=O)(F)F